1-(((2S)-4-((3-cyano-1-azetidinyl)sulfonyl)-2-piperazinyl)carbonyl)-N-((1R)-1-(2-fluoro-4-(trifluoromethyl)phenyl)ethyl)-D-prolinamide C(#N)C1CN(C1)S(=O)(=O)N1C[C@H](NCC1)C(=O)N1[C@H](CCC1)C(=O)N[C@H](C)C1=C(C=C(C=C1)C(F)(F)F)F